C(OCCC([Si](O[Si](C)(C)C)(O[Si](C)(C)C)O[Si](C)(C)C)(CC)CC)(OC=C)=O Diethyl-3-[tris(trimethylsiloxy)-silyl]propyl vinyl carbonate